N3-methyl-N2-(3-(4-methylpyridin-2-yl)-1,2,4-thiadiazol-5-yl)pyridine-2,3-diamine CNC=1C(=NC=CC1)NC1=NC(=NS1)C1=NC=CC(=C1)C